(3-(6-bromo-5-fluoropyrrolo[2,1-f][1,2,4]triazin-4-yl)-3,8-diazabicyclo[3.2.1]octan-8-yl)(cyclopropyl)methanone BrC=1C(=C2C(=NC=NN2C1)N1CC2CCC(C1)N2C(=O)C2CC2)F